C(C=C)(=O)OCCCCCCCCCCCSC1=CC=C(C=C1)C 11-(p-tolylsulfanyl)undecyl prop-2-enoate